Methyl (S)-2-(chloromethyl)-4-(1,1-difluoroethyl)-1-(oxetan-2-ylmethyl)-1H-benzo[d]imidazole-6-carboxylate ClCC1=NC2=C(N1C[C@H]1OCC1)C=C(C=C2C(C)(F)F)C(=O)OC